Perfluorobromooctane FC(C(C(C(C(C(C(C(F)(F)F)(F)F)(F)F)(F)F)(F)F)(F)F)(F)F)(Br)F